5-(4,5-dichloro-2-(4-(trifluoromethoxy)phenoxy)benzoylamino)pyrimidine 1-oxide ClC1=CC(=C(C(=O)NC=2C=NC=[N+](C2)[O-])C=C1Cl)OC1=CC=C(C=C1)OC(F)(F)F